CC(CCCCCCCCC(=C=O)N[C@@H](CC(CN)O)C(=O)O)CC(CC)C N2-(10,12-dimethyl-1-carbonyl-tetradecyl)-4-hydroxy-L-ornithine